Benzyl ((S)-(4,4-difluorocyclohexyl)(5-((S)-2-methoxy-1-((S)-2-oxo-4-(trifluoro-methyl)imidazolidin-1-yl)ethyl)benzo[d]oxazol-2-yl)methyl)carbamate FC1(CCC(CC1)[C@@H](C=1OC2=C(N1)C=C(C=C2)[C@@H](COC)N2C(N[C@@H](C2)C(F)(F)F)=O)NC(OCC2=CC=CC=C2)=O)F